4-(hydroxymethyl)-1,3,2-dioxathiolane-2,2-dioxide OCC1OS(OC1)(=O)=O